ClC1=C(CNC(=O)[C@]2(C=3C=CC=NC3[C@](CC2)(O)CF)F)C=CC(=C1)F (5S,8S)-N-(2-chloro-4-fluorobenzyl)-5-fluoro-8-(fluoromethyl)-8-hydroxy-5,6,7,8-tetrahydroquinoline-5-carboxamide